(7R)-1-[3-[(1S)-1-(2,2-difluoro-1,3-benzodioxol-5-yl)ethoxy]-4-fluoro-phenyl]-7-hydroxy-4,5,6,7-tetrahydroindazole-3-carbonitrile FC1(OC2=C(O1)C=CC(=C2)[C@H](C)OC=2C=C(C=CC2F)N2N=C(C=1CCC[C@H](C21)O)C#N)F